FC(CN1C(COCC1)CO)(F)F [4-(2,2,2-trifluoroethyl)morpholin-3-yl]methanol